2-(1-(4-(6-((4-cyano-2-fluorobenzyl)oxy)pyridin-2-yl)piperidin-1-yl)ethyl)-1-(((S)-oxetan-2-yl)methyl)-1H-benzo[d]imidazole-6-carboxylic acid methyl ester COC(=O)C=1C=CC2=C(N(C(=N2)C(C)N2CCC(CC2)C2=NC(=CC=C2)OCC2=C(C=C(C=C2)C#N)F)C[C@H]2OCC2)C1